BrC1=CC=C2C=C(N=CC2=C1)C(NC1=CC(=CC=C1)F)=O 7-bromo-3-((3-fluorophenyl)carbamoyl)isoquinolin